[Cl-].[Cl-].C1(=CC=CC=C1)C(=[Zr+2](C1=CC(=CC=2C3=CC(=CC=C3CC12)C(C)(C)C)C(C)(C)C)C1C=CC=C1)C1=CC(=CC=C1)Cl phenyl(m-chlorophenyl)methylene(cyclopentadienyl)(3,6-di-tert-butylfluorenyl)zirconium dichloride